2,8-difluoro-S-(trifluoromethyl)dibenzothiophene hydrochloride Cl.FC1=CC2=C(S(C3=C2C=C(C=C3)F)C(F)(F)F)C=C1